N-(3-chloro-2-methylphenyl)-2-cyclopentyl-6-{[(2,5-dichlorophenyl)carbonyl]amino}-1H-benzimidazole-4-carboxamide ClC=1C(=C(C=CC1)NC(=O)C1=CC(=CC=2NC(=NC21)C2CCCC2)NC(=O)C2=C(C=CC(=C2)Cl)Cl)C